(S)-2-((4-(6-((4-(Cyclopropanecarbonyl)-2-fluoro-5-methoxybenzyl)oxy)pyridin-2-yl)piperidin-1-yl)methyl)-1-(oxetan-2-ylmethyl)-1H-benzo[d]imidazole-6-carboxylic acid C1(CC1)C(=O)C1=CC(=C(COC2=CC=CC(=N2)C2CCN(CC2)CC2=NC3=C(N2C[C@H]2OCC2)C=C(C=C3)C(=O)O)C=C1OC)F